C(C)C=1N=C2N(C=C(C=C2)C2=NC=C(N=C2)CC(=O)N2C[C@H](CC2)O)C1N(C=1SC(=C(N1)C1=CC=C(C=C1)F)C#N)C (S)-2-((2-ethyl-6-(5-(2-(3-hydroxypyrrolidin-1-yl)-2-oxoethyl)pyrazin-2-yl)imidazo[1,2-a]pyridin-3-yl)(methyl)amino)-4-(4-fluorophenyl)thiazole-5-carbonitrile